C(C)(C)(C)[C@]12N(C[C@@H](N(C1)C=1C=NC(=CC1)OC)C2)C(=O)O.[N+](=[N-])=C(C(O)=O)CCC[C@@H]2SC[C@@H]1NC(=O)N[C@H]21 DiazoBiotin tert-butyl-(1S,4S)-5-(6-methoxypyridin-3-yl)-2,5-diazabicyclo[2.2.1]heptane-2-carboxylate